2-methoxy-4-chloro-benzenesulfonyl chloride COC1=C(C=CC(=C1)Cl)S(=O)(=O)Cl